ClC=1C(=C(C=CC1F)[C@@H]1N(OCC1)C1=CC(=NC=N1)NC1=C(C=C(C=C1)N1CCC(CC1)N1CCN(CC1)C)OC)F (R)-6-(3-(3-chloro-2,4-difluorophenyl)isoxazolidin-2-yl)-N-(2-methoxy-4-(4-(4-methylpiperazin-1-yl)piperidin-1-yl)phenyl)pyrimidin-4-amine